1-((1r,4r)-4-aminocyclohexyl)-3-(5-chloro-4-(5,5-dimethyl-5,6-dihydro-4H-pyrrolo[1,2-b]pyrazol-3-yl)pyridin-2-yl)urea NC1CCC(CC1)NC(=O)NC1=NC=C(C(=C1)C1=C2N(N=C1)CC(C2)(C)C)Cl